5-(2-ethoxy-3-pyridinyl)-1-methyl-7-pyrrolidin-1-yl-pyrazolo[4,3-b]pyridine C(C)OC1=NC=CC=C1C1=CC(=C2C(=N1)C=NN2C)N2CCCC2